4-bromo-6-methylthieno[3,2-g]benzofuran BrC1=CC2=C(C3=C1C=CO3)SC=C2C